C(C)(C)(C)N1N=C(C=C1NC=1C=CC2=C(S(CC2)(=O)=O)C1)[C@@H]1C[C@@H](CC1)O 6-((1-(tert-butyl)-3-((1S,3R)-3-hydroxycyclopentyl)-1H-pyrazol-5-yl)amino)-2,3-dihydrobenzo[b]thiophene 1,1-dioxide